4-{1-[N-methyl-5-(4-ethyl-6-fluoro-1H-indole-2-carbonyl)-4H,5H,6H,7H-pyrazolo[1,5-a]pyrazine-3-amido]cyclopropyl}benzoic acid CN(C(=O)C=1C=NN2C1CN(CC2)C(=O)C=2NC1=CC(=CC(=C1C2)CC)F)C2(CC2)C2=CC=C(C(=O)O)C=C2